ClC1=C(C=C(C(=C1)C)S)N(CC)CC 2-chloro-5-mercapto-4-methylphenyl-diethylamine